CN1C(C(NC2=CC=CC=C12)=O)=O methyl-2,3-dioxo-1,2,3,4-tetrahydroquinoxaline